C1(CCCC1)OC1=CC=CC(=N1)C1=CNC2=CC=C(C=C12)C1=NN=C(S1)N 5-[3-(6-cyclopentyloxypyridin-2-yl)-1H-indol-5-yl]-1,3,4-thiadiazol-2-amine